C(CCC=C)N1C(=CC=C1)C(=O)C1=CC=CC=C1 (1-(4-penten-1-yl)-1H-pyrrol-2-yl)(phenyl)methanone